tert-butyl (S)-4-((6-((5-fluoro-4-(5-fluoro-1-(trifluoromethyl)-2,3-dihydro-1H-benzo[d]pyrrolo[1,2-a]imidazol-7-yl)pyrimidin-2-yl)amino)pyridin-3-yl)methyl)piperazine-1-carboxylate FC=1C(=NC(=NC1)NC1=CC=C(C=N1)CN1CCN(CC1)C(=O)OC(C)(C)C)C1=CC2=C(N=C3N2[C@@H](CC3)C(F)(F)F)C(=C1)F